hexahydroxyphenol OOC1=C(C(=C(C(=C1O)O)O)O)O